C1N(CCC12CCOCC2)C2=CC=1C(N=C2)=NNC1 5-{8-oxa-2-azaspiro[4.5]decan-2-yl}-2H-pyrazolo[3,4-b]pyridin